NC1=C2NC(N(C2=NC(=N1)OCCCC)CC1=NC=C(C=C1)CN(CCOCCOCCOCCOCCO)C)=O 6-amino-2-butoxy-9-{[5-(16-hydroxy-2-methyl-5,8,11,14-tetraoxa-2-azahexadecan-1-yl)pyridin-2-yl]methyl}-7,9-dihydro-8H-purin-8-one